N-(5-((5-chloropyridin-2-yl)methoxy)-1,3,4-thiadiazol-2-yl)-4-(2-ethynylphenyl)-6-methylnicotinamide ClC=1C=CC(=NC1)COC1=NN=C(S1)NC(C1=CN=C(C=C1C1=C(C=CC=C1)C#C)C)=O